(S)-4-(8-methyl-3-(piperazin-1-yl)-7,8-dihydro-1,6-naphthyridin-6(5H)-yl)pyrazolo[1,5-a]pyridine-7-carbonitrile C[C@H]1CN(CC=2C=C(C=NC12)N1CCNCC1)C=1C=2N(C(=CC1)C#N)N=CC2